CC(C(N)=S)=C methylprop-2-enethioamide